CN(CCN(C1=CC(=C(C=C1[N+](=O)[O-])NC1=NC=CC(=N1)N1C(NC2=C1C=CC(=C2)F)=O)OC)C)C 1-(2-(4-((2-(dimethylamino)ethyl)(methyl)amino)-2-methoxy-5-nitrophenylamino)pyrimidin-4-yl)-5-fluoro-1H-benzo[d]imidazol-2(3H)-one